CC1=C(C=CC(=C1)C)C1=NC(=NC(=N1)C1=C(C=C(C=C1)C)C)C1=C(C=C(C=C1)OCCCCCCCC)O 2,4-bis(2,4-dimethylphenyl)-6-(2-hydroxy-4-octyloxyphenyl)-1,3,5-triazine